S(=O)(=O)([O-])C1=CC=C(C)C=C1 (±)-cis-tosylate